3-amino-1-((7-isobutylbenzo[d]oxazol-2-yl)methyl)pyridin-2(1H)-one NC=1C(N(C=CC1)CC=1OC2=C(N1)C=CC=C2CC(C)C)=O